scandium phosphorus ruthenium [Ru].[P].[Sc]